1-tert-butyl 2-ethyl 2,3-dihydro-1H-pyrrolo[3,2-b]pyridine-1,2-dicarboxylate N1(C(CC2=NC=CC=C21)C(=O)OCC)C(=O)OC(C)(C)C